2-(methylsulfonyl)-7-(1,4-dioxaspiro[4.5]dec-7-en-8-yl)pyrrolo[2,1-f][1,2,4]triazine CS(=O)(=O)C1=NN2C(C=N1)=CC=C2C2=CCC1(OCCO1)CC2